[Li+].[Li+].[N-](S(=O)(=O)C(F)(F)F)S(=O)(=O)C(F)(F)F.[N-](S(=O)(=O)C(F)(F)F)S(=O)(=O)C(F)(F)F bis(trifluoromethanesulfonyl)imide lithium-lithium